5-[2-(cyclopropylmethoxy)-5-methylsulfonylphenyl]-1,4-dimethylpyridin-2-one C1(CC1)COC1=C(C=C(C=C1)S(=O)(=O)C)C=1C(=CC(N(C1)C)=O)C